5-fluoro-N2-(4-methyl-3-propionylaminosulfonylphenyl)-N4-[4-(prop-2-ynyloxy)phenyl]-2,4-pyrimidinediamine FC=1C(=NC(=NC1)NC1=CC(=C(C=C1)C)S(=O)(=O)NC(CC)=O)NC1=CC=C(C=C1)OCC#C